tert-butyl 2-((tert-butoxycarbonyl)(3-fluoro-5-(1,2,4,5-tetrazin-3-yl)benzyl)amino)acetate C(C)(C)(C)OC(=O)N(CC(=O)OC(C)(C)C)CC1=CC(=CC(=C1)C=1N=NC=NN1)F